(R)-tert-butyl (1-(6-((2,4-dimethoxybenzyl)(methyl)amino)isoquinolin-1-yl)pyrrolidin-3-yl)carbamate COC1=C(CN(C=2C=C3C=CN=C(C3=CC2)N2C[C@@H](CC2)NC(OC(C)(C)C)=O)C)C=CC(=C1)OC